trimethoxypropyl-silylacetoxypropionamide COC(CCC(C(=O)N)(C)OC(C[SiH3])=O)(OC)OC